OC1C2CN(CC1CC2)CC(=O)NC=2C=C(C(=NC2)C)NC(=O)C=2C=C1C(=NC2)NC(=C1)C=1C=NN(C1)C N-(5-(2-(8-hydroxy-3-azabicyclo[3.2.1]octan-3-yl)acetamido)-2-methylpyridin-3-yl)-2-(1-methyl-1H-pyrazol-4-yl)-1H-pyrrolo[2,3-b]pyridine-5-carboxamide